Cl.FC(C1=NC=C(C(=C1)C=1NC2=CC=NC=C2C(C1)=O)C1CCC(CC1)C(F)(F)F)(F)F 2-[2-(trifluoromethyl)-5-[4-(trifluoromethyl)cyclohexyl]-4-pyridinyl]-1H-1,6-naphthyridin-4-one hydrochloride